O-(2-(4-acetylphenyl)-7,7-dimethyl-1,3-dioxo-2,3,5,12b-tetrahydro-1H,7H-chromenO[4,3-c][1,2,4]triazolo[1,2-a]pyridazin-10-yl) dimethylthiocarboxylate CS=C(OC=1C=CC2=C(C1)OC(C=1C2N2N(CC1)C(N(C2=O)C2=CC=C(C=C2)C(C)=O)=O)(C)C)C